2-((4-methyl-3-((1-(7-(((trifluoromethyl)sulfonyl)oxy)quinolin-5-yl)cyclopropyl)carbamoyl)phenoxy)methyl)azetidine-1-carboxylate CC1=C(C=C(OCC2N(CC2)C(=O)[O-])C=C1)C(NC1(CC1)C1=C2C=CC=NC2=CC(=C1)OS(=O)(=O)C(F)(F)F)=O